N-((3-(4-amino-3-(4-((5-fluoro-2-methoxybenzamido)methyl)phenyl)-1H-pyrazolo[3,4-d]pyrimidin-1-yl)cyclohexyl)methyl)-N-methyl-1H-1,2,4-triazole-1-carboxamide NC1=C2C(=NC=N1)N(N=C2C2=CC=C(C=C2)CNC(C2=C(C=CC(=C2)F)OC)=O)C2CC(CCC2)CN(C(=O)N2N=CN=C2)C